N-(4-(3-((2H-tetrazol-5-yl)methyl)-1H-indol-1-yl)-5-chloropyrimidin-2-yl)-6-methoxy-2-methyl-1,2,3,4-tetrahydroisoquinolin-7-amine N=1NN=NC1CC1=CN(C2=CC=CC=C12)C1=NC(=NC=C1Cl)NC1=C(C=C2CCN(CC2=C1)C)OC